C(CCC)N=CC1=C(C(=CC(=C1)Cl)C)O 2-(butylimino)methyl-4-chloro-6-methylphenol